NC1=NC=CC=C1C1=NC=2C(=NC=C(C2)C2=CC=CC=C2)N1C1=CC=C(CNC(C2=CN=C(C=C2)C#N)=O)C=C1 N-(4-(2-(2-Aminopyridin-3-yl)-6-phenyl-3H-imidazo[4,5-b]pyridin-3-yl)benzyl)-6-cyanonicotinamide